bis-aminotrimethoxysilane NC(O[SiH](OC)OC)N